N-(3-hydroxy-2-butyl)-2,3-diaminobutane OC(C(C)NC(C)C(C)N)C